6-chloro-2-methyl-2h-indazole-5-amine ClC=1C(=CC2=CN(N=C2C1)C)N